1-(3-iodo-1-methyl-1H-pyrazol-4-yl)-prop-2-yn-1-ol IC1=NN(C=C1C(C#C)O)C